C(C)(C)(C)OP(=O)(OC(C)(C)C)OC=1C(=C(C=C(C1)C)CC(=O)OC(C)(C)C)C(C)(CCO)C tert-butyl 2-(3-((di-tert-butoxyphosphoryl)oxy)-2-(4-hydroxy-2-methylbutan-2-yl)-5-methylphenyl)acetate